1,17-dibromo-3,6,9,12,15-pentaoxaheptadecene BrC=COCCOCCOCCOCCOCCBr